Ethyl 2-(2,4,6-trihydroxypyrimidin-5-yl)acetate OC1=NC(=C(C(=N1)O)CC(=O)OCC)O